COC1=NC2=C(N1C(=O)NCCCC1=CC=CC=C1)C=C(C=C2)N2CCC1(COC1)CC2 2-methoxy-N-(3-phenylpropyl)-6-(2-oxa-7-azaspiro[3.5]non-7-yl)-1H-benzo[d]imidazole-1-carboxamide